1-(2,2-difluoroethyl)-3-ethoxy-6-(2-(2-(trifluoromethyl)pyridin-4-yl)-2,6-diazaspiro[3.4]octan-6-yl)-1H-pyrazolo[3,4-b]pyrazine FC(CN1N=C(C=2C1=NC(=CN2)N2CC1(CN(C1)C1=CC(=NC=C1)C(F)(F)F)CC2)OCC)F